trans-N-{4-{2-[4-(2,3-dichlorophenyl)-piperazin-1-yl]-ethyl}-cyclohexyl}-carbamic acid tert-butyl ester C(C)(C)(C)OC(N[C@@H]1CC[C@H](CC1)CCN1CCN(CC1)C1=C(C(=CC=C1)Cl)Cl)=O